5-(4-Aminopiperidin-1-yl)-N-(4-morpholino-2-(trifluoromethyl)phenyl)pyrazolo[1,5-a]pyrimidine-3-carboxamide trifluoroacetate salt FC(C(=O)O)(F)F.NC1CCN(CC1)C1=NC=2N(C=C1)N=CC2C(=O)NC2=C(C=C(C=C2)N2CCOCC2)C(F)(F)F